C(C=C)C(C(COCC(C(CC=C)O)O)O)O allyl-2-hydroxy-3-hydroxypropyl ether